manganese carbonyl-copper C(=O)=[Cu].[Mn]